ethanedioic acid dimethyl ester COC(C(=O)OC)=O